C[C@]12[C@@H]([C@@H]([C@@](C(=C1C1=CC=CC=C1)C1=CC=CC=C1)(C2=O)C)C(=O)OCCC=C)C(=O)OCCC=C Di(but-3-en-1-yl) (1S,2R,3S,4S)-1,4-dimethyl-7-oxo-5,6-diphenylbicyclo[2.2.1]hept-5-ene-2,3-dicarboxylate